FC1=C(C=C(C=C1)N1CCC1)N1N=C2N=CC(=CC2=C1)CC(C)C N-{4-fluoro-3-[5-(2-methylpropyl)-2H-pyrazolo[3,4-b]pyridin-2-yl]phenyl}azetidine